C1(CCC1)=C1CCNCC1 4-cyclobutylidenepiperidine